(2,3-dihydro-1H-indol-4-yl)piperazine-1-carboxylic acid benzyl ester trifluoroacetate salt FC(C(=O)O)(F)F.C(C1=CC=CC=C1)OC(=O)N1C(CNCC1)C1=C2CCNC2=CC=C1